C1CCC2=C(C=3CCCC3C=C12)NC(=O)[N-]S(=O)(=O)C=1C=NN2C1OCC(C2)N2CCCC2.[Na+] sodium ((1,2,3,5,6,7-hexahydro-s-indacen-4-yl)carbamoyl)((6-(pyrrolidin-1-yl)-6,7-dihydro-5H-pyrazolo[5,1-b][1,3]oxazin-3-yl)sulfonyl)amide